C(#N)C=1C=C(C=CC1)C=1N=C(SC1C1=C(C(=NC(=C1)C)C)F)NC(=O)N1CC(C1)(C)O N-[4-(3-cyanophenyl)-5-(3-fluoro-2,6-dimethyl-4-pyridyl)thiazol-2-yl]-3-hydroxy-3-methyl-azetidine-1-carboxamide